4-(6-chloroindol-1-yl)-2,6-difluoro-phenoxylbutanoic acid ethyl ester C(C)OC(C(CC)OC1=C(C=C(C=C1F)N1C=CC2=CC=C(C=C12)Cl)F)=O